6-oxo-2-(4-(3-(trifluoromethyl)phenoxy)phenyl)-1,4,5,6-tetrahydropyridine-3-carbonitrile O=C1CCC(=C(N1)C1=CC=C(C=C1)OC1=CC(=CC=C1)C(F)(F)F)C#N